C=CCCCCCCCCCCCCC(CC)C(=O)N heptadecene-15-carboxamide